1-bromo-2-(3,4-diphenylcyclopenta-1,3-dien-1-yl)benzene BrC1=C(C=CC=C1)C1=CC(=C(C1)C1=CC=CC=C1)C1=CC=CC=C1